CC(C(=O)OC1=CC(CC1)=O)(C)C 3-oxocyclopent-1-en-1-yl 2,2-dimethylpropanoate